trimethylol(2-prop-2-enoyloxyethyl)azanium C(O)[N+](CCOC(C=C)=O)(CO)CO